(3S)-3-[1-oxo-5-[4-[1-(4-piperidyl)azetidin-3-yl]piperazin-1-yl]isoindolin-2-yl]piperidine-2,6-dione O=C1N(CC2=CC(=CC=C12)N1CCN(CC1)C1CN(C1)C1CCNCC1)[C@@H]1C(NC(CC1)=O)=O